O1C(CC1)COC1=CC=C(C=C1)C1(C2=CC=CC=C2C=2C=CC=CC12)C1=CC=C(C=C1)OCC1OCC1 9,9-bis(4-oxetanylmethoxyphenyl)fluorene